FC=1C(=C(C=CC1F)[C@H]1[C@@H](O[C@]([C@H]1C)(C(F)(F)F)C)C(=O)NC1=CC(=NC=C1)C(=O)OC)OCCN1CC(C1)F methyl 4-((2R,3S,4S,5R)-3-(3,4-difluoro-2-(2-(3-fluoroazetidin-1-yl)ethoxy)phenyl)-4,5-dimethyl-5-(trifluoromethyl)tetrahydrofuran-2-carboxamido)picolinate